Cl.NCCCCCCCCCCCCS 12-Aminododecane-1-thiol hydrochloride